C(C1=CC=CC=C1)N1CCN(CC1)[C@@H]1CC[C@H](CC1)NC trans-4-(4-benzylpiperazin-1-yl)-N-methyl-cyclohexanamine